NC1=NC=CC(=C1Cl)SC1=CN=C(N=N1)N1CCC2(CC1)[C@@H](C1=CC=CC=C1C2)N (S)-1'-(6-((2-amino-3-chloropyridin-4-yl)thio)-1,2,4-triazin-3-yl)-1,3-dihydrospiro[inden-2,4'-piperidin]-1-amine